C(C1=CC=CC=C1)OC1=C(C(=C(C=C1)C=1C(=NN(C1)CCOC)CO[Si](C)(C)C(C)(C)C)F)F [4-(4-benzyloxy-2,3-difluoro-phenyl)-1-(2-methoxyethyl)pyrazol-3-yl]methoxy-tert-butyl-dimethyl-silane